1-cyclopropyl-N-[2-(3-hydroxy-3-methylbutyl)-6-methoxypyrazolo[1,5-a]pyridin-5-yl]-2-oxopyridine-3-carboxamide C1(CC1)N1C(C(=CC=C1)C(=O)NC1=CC=2N(C=C1OC)N=C(C2)CCC(C)(C)O)=O